C(C)(C)(C)OC(=O)N[C@H](C(=O)NC1=CC=C(C=N1)C1=CC=C(OC[C@H](C(=O)OC(C)(C)C)O)C=C1)CCCCNC(=O)OC(C)(C)C (R)-tert-butyl 3-(4-(6-((S)-2,6-bis((tert-butoxycarbonyl) amino) hexanamido) pyridin-3-yl) phenoxy)-2-hydroxypropionate